5-[1-(4-piperidyl)pyrazol-4-yl]-3-[(1R)-1-(2,6-dichloro-3-fluoro-phenyl)ethoxy]pyridin-2-amine N1CCC(CC1)N1N=CC(=C1)C=1C=C(C(=NC1)N)O[C@H](C)C1=C(C(=CC=C1Cl)F)Cl